N[C@H]1CN(C[C@H]1F)C(=O)C=1NC2=CC=C(C(=C2C1F)Cl)F ((3S,4R)-3-amino-4-fluoropyrrolidin-1-yl)(4-chloro-3,5-difluoro-1H-indol-2-yl)methanone